ClC=1C=C(C=CC1C1C(NC(CC1)=O)=O)N1C[C@@H](N(CC1)C(=O)OC(C)(C)C)C Tert-butyl (2S)-4-[3-chloro-4-(2,6-dioxo-3-piperidyl)phenyl]-2-methyl-piperazine-1-carboxylate